BrC1=C(C=C(C(=O)N2CC=3N=C(N(C(C3C[C@H]2C)=O)C2=NN=CN2C)N[C@H](C)C=C)C=C1)C(F)(F)F (R)-7-(4-bromo-3-(trifluoromethyl)benzoyl)-2-(((R)-but-3-en-2-yl)amino)-6-methyl-3-(4-methyl-4H-1,2,4-triazol-3-yl)-5,6,7,8-tetrahydropyrido[3,4-d]pyrimidin-4(3H)-one